6-[(2,6-difluoro-4-pyridinyl)amino]-N-isopentyl-[1,3]dioxolo[4,5-c]pyridine-4-carboxamide FC1=NC(=CC(=C1)NC1=CC2=C(C(=N1)C(=O)NCCC(C)C)OCO2)F